1''-methyl-5''-[(E)-2-phenylethenyl]dispiro[1,3-dioxolane-2,1'-cyclohexane-4',3''-indole]-2''-one CN1C(C2(C3=CC(=CC=C13)\C=C\C1=CC=CC=C1)CCC1(CC2)OCCO1)=O